4-(but-3-en-1-yloxy)-3-ethoxybenzaldehyde C(CC=C)OC1=C(C=C(C=O)C=C1)OCC